C(C1=CC=CC=C1)OC(=O)[C@H]1N([C@H]2C[C@]2(C1)CO)C(CNC(C1=CC=C(C=C1)OC1=CC=CC=C1)=O)=O (1S,3S,5R)-5-(hydroxymethyl)-2-((4-phenoxybenzoyl)glycyl)-2-azabicyclo-[3.1.0]Hexane-3-carboxylic acid benzyl ester